3-(difluoromethoxy)-2-iodobenzoic acid FC(OC=1C(=C(C(=O)O)C=CC1)I)F